N'-hydroxy-5-((1-methyl-3-(5-(trifluoromethyl)pyridin-2-yl)-1H-pyrazol-5-yl)amino)pyridine ON1N(C(=CC1C1=NC=C(C=C1)C(F)(F)F)NC=1C=CC=NC1)C